OC=1C(C=CC(C1)=O)=O hydroxy-1,4-benzoquinone